FC=1C=C(C=CC1)CNCC=1C=CC=2N(C1)C=C(N2)CNC(=O)C=2N=C1N(C(C2)=O)C=CC=C1 N-{[6-({[(3-fluorophenyl)methyl]amino}methyl)imidazo[1,2-a]pyridin-2-yl]methyl}-4-oxo-4H-pyrido[1,2-a]pyrimidine-2-carboxamide